BrC1=CC=C(C(=C1[C@@H](CC(C#N)N[S@](=O)C(C)(C)C)NC1=C(C=CC(=C1)OC)[N+](=O)[O-])Cl)F (R)-N-[(3R)-3-(6-bromo-2-chloro-3-fluorophenyl)-1-cyano-3-[(5-methoxy-2-nitrophenyl)amino]propyl]-2-methylpropane-2-sulfinamide